ClC=1N(C2=C(C(=CC=C2C1SC=1C(=C(C=CC1)C1(CC1)C(=O)O)F)Cl)F)C=1C=NN(C1)CC 1-(3-((2,6-dichloro-1-(1-ethyl-1H-pyrazol-4-yl)-7-fluoro-1H-indol-3-yl)thio)-2-fluorophenyl)cyclopropanecarboxylic acid